[Cl-].C(CN)N.[Pt+2].[Cl-] platinum (II) ethylenediamine chloride